C(C)(C)(C)C1=CC=C(OCCCC(CN2C=NC=C2C#N)C2=CC=C(C=C2)C(C)(C)C)C=C1 1-(5-(4-(tert-butyl)phenoxy)-2-(4-(tert-butyl)phenyl)pentyl)-1H-imidazole-5-carbonitrile